C1(CCCC1)C(C1=CC(=CC=C1)[N+](=O)[O-])(F)F 1-(cyclopentyl-difluoromethyl)-3-nitrobenzene